ClC=1C=C(C=CC1F)C(C=1NC(=C(N1)S(=O)(=O)C)C)OCC1=CC(=CC=C1)F 2-[(3-chloro-4-fluorophenyl)-[(3-fluorophenyl)methoxy]methyl]-5-methyl-4-methylsulfonyl-1H-imidazole